C(C)OC(=O)C=1C(=NC(=CC1)OC)CC(C(C)C)NS(=O)C(C)(C)C 6-methoxy-2-{3-methyl-2-[(2-methylpropan-2-sulfinyl)amino]butyl}pyridine-3-carboxylic acid ethyl ester